CN(C(C=C)=O)[C@@H]1C[C@@H](CC1)OC=1C=2N(C=C(N1)C=1C=NN(C1)C)N=CC2 N-methyl-N-((cis)-3-((6-(1-methyl-1H-pyrazol-4-yl)pyrazolo[1,5-a]pyrazin-4-yl)oxy)cyclopentyl)acrylamide